FC1=CC(=C(N)C=C1F)C 4,5-Difluoro-2-methylaniline